N-(3-((2,6-dioxopiperidin-3-yl)amino)-5-fluorophenyl)acetamide tert-butyl-4-((3-(5-carbamimidoylthiophen-3-yl)phenyl)carbamoyl)-4-(4-chlorophenoxy)piperidine-1-carboxylate C(C)(C)(C)OC(=O)N1CCC(CC1)(OC1=CC=C(C=C1)Cl)C(NC1=CC(=CC=C1)C1=CSC(=C1)C(N)=N)=O.O=C1NC(CCC1NC=1C=C(C=C(C1)F)NC(C)=O)=O